CS(=O)(=O)C1CNCC1 3-(methylsulfonyl)pyrrolidine